Cl.NC(CC(=O)OC)(C)C1=CC(=CC=C1)C(F)(F)F methyl 3-amino-3-(3-(trifluoromethyl)phenyl)butanoate hydrochloride